1-Methylpiperidin-4-yl (5-(2-aminobenzo[d]thiazol-6-yl)-2-methylpyridin-3-yl)carbamate NC=1SC2=C(N1)C=CC(=C2)C=2C=C(C(=NC2)C)NC(OC2CCN(CC2)C)=O